C1(CC1)CN1C(=CC=2C1=NC=CC2)C2=NC1=C(N2CC=2C=NNC2)C(=CC(=C1)C(=O)N1C[C@@H](C[C@H](C1)F)N)OC (3R,5R)-1-{2-[1-(cyclopropylmethyl)-1H-pyrrolo[2,3-b]pyridin-2-yl]-7-methoxy-1-[(1H-pyrazol-4-yl)methyl]-1H-1,3-benzodiazole-5-carbonyl}-5-fluoropiperidin-3-amine